C(C)(C)(C)OC(=O)N1CC(C(CC1)(F)F)C=1C=NC(=CC1)OCC1=CC=CC=C1 3-(6-(benzyloxy)pyridine-3-yl)-4,4-difluoropiperidine-1-carboxylic acid tert-butyl ester